2-(4-nitropyrazol-1-yl)pyrazine [N+](=O)([O-])C=1C=NN(C1)C1=NC=CN=C1